N6-acetyl-5'-O-(4,4'-dimethoxytrityl)-2'-O-(2-cyanoethoxymethyl)adenosine C(C)(=O)NC=1C=2N=CN([C@H]3[C@H](OCOCCC#N)[C@H](O)[C@@H](COC(C4=CC=C(C=C4)OC)(C4=CC=C(C=C4)OC)C4=CC=CC=C4)O3)C2N=CN1